N-(5-(1-(pyridin-3-ylmethyl)-1H-pyrazol-3-yl)-[1,1'-biphenyl]-3-yl)acrylamide N1=CC(=CC=C1)CN1N=C(C=C1)C=1C=C(C=C(C1)C1=CC=CC=C1)NC(C=C)=O